1-cyclopropyl-6-fluoro-1,4-dihydro-8-methoxy-7-(3-methyl-1-piperazinyl)-4-oxo-3-quinolinecarboxylic acid sesquihydrate O.C1(CC1)N1C=C(C(C2=CC(=C(C(=C12)OC)N1CC(NCC1)C)F)=O)C(=O)O.O.O.C1(CC1)N1C=C(C(C2=CC(=C(C(=C12)OC)N1CC(NCC1)C)F)=O)C(=O)O